N-[2-(6-chloro-2-pyridyl)-2-(5-methoxy-1,3-dimethyl-pyrazol-4-yl)ethyl]-3-(3,5-difluoro-2-pyridyl)isoxazole-5-carboxamide ClC1=CC=CC(=N1)C(CNC(=O)C1=CC(=NO1)C1=NC=C(C=C1F)F)C=1C(=NN(C1OC)C)C